O=C1N(C(C=C1)=O)C[C@@H](OC(CCC(=O)C=1SC2=C(C1)C(=C(C(=C2)OC)OCCCOC=2C(=C1CN(CC1=CC2OC)C(CCC(=O)O)=O)F)F)=O)C 4-[5-[3-[2-[4-[(1S)-2-(2,5-dioxopyrrol-1-yl)-1-methyl-ethoxy]-4-oxo-butanoyl]-4-fluoro-6-methoxy-benzothiophen-5-yl]oxypropoxy]-4-fluoro-6-methoxy-isoindolin-2-yl]-4-oxo-butanoic acid